racemic-3-((3,3-dibutyl-7-(methylthio)-1,1-dioxido-5-phenyl-2,3,4,5-tetrahydro-1,5-benzothiazepin-8-yl)oxy)-2-hydroxy-2-methylpropanoic acid C(CCC)C1(CS(C2=C(N(C1)C1=CC=CC=C1)C=C(C(=C2)OC[C@@](C(=O)O)(C)O)SC)(=O)=O)CCCC |r|